FC=1C=C(C=C(C1)F)[C@H]1N(CC[C@H](C1)C)C(=O)NC\C=C\S(=O)(=O)C |r| rac-(2S,4R)-2-(3,5-difluorophenyl)-4-methyl-N-((E)-3-(methylsulfonyl)allyl)piperidine-1-carboxamide